1-menthyl carbonate C(OC1(CCC(CC1)C(C)C)C)([O-])=O